lithio 6-(hydroxymethyl)pyridine-3-carboxylate OCC1=CC=C(C=N1)C(=O)O[Li]